3-ethynyl-4-methyl-N-(4-((4-methylpiperazin-1-yl)methyl)-3-(trifluoromethyl)phenyl)benzoylAmine C(#C)C=1C=C(C(=O)NC2=CC(=C(C=C2)CN2CCN(CC2)C)C(F)(F)F)C=CC1C